C1(CC1)C1=NC=C(C=N1)C1=CC=C(C(=N1)OC)NC(=O)C=1C(=NOC1C)C1=CC=CC=C1 N-[6-(2-Cyclopropylpyrimidin-5-yl)-2-methoxy-3-pyridyl]-5-methyl-3-phenyl-isoxazole-4-carboxamide